2-(1-adamantylamino)-1,4-dihydroimidazol-5-one C12(CC3CC(CC(C1)C3)C2)NC=2NC(CN2)=O